C[C@@H]1CCN2C(O1)=C(C(=N2)C=2C=NN(C2)CC(F)(F)F)C(=O)OCC Ethyl (5R)-5-methyl-2-[1-(2,2,2-trifluoroethyl) pyrazol-4-yl]-6,7-dihydro-5H-pyrazolo[5,1-b][1,3]oxazine-3-carboxylate